1,2,3-tri(isocyanatomethylthio)propane N(=C=O)CSCC(CSCN=C=O)SCN=C=O